Para-fluorophenethyl alcohol FC1=CC=C(CCO)C=C1